CN1N=CC=2C1=NC(=CC2N2CC1=C(CC2)N(N=C1C)CC12CCC(CC1)(CC2)N)C 4-((5-(1,6-dimethyl-1H-pyrazolo[3,4-b]pyridine-4-yl)-3-methyl-4,5,6,7-tetrahydro-1H-pyrazolo[4,3-c]pyridin-1-yl)methyl)bicyclo[2.2.2]octan-1-amine